N-[(2R)-1,4-Dioxan-2-ylmethyl]-8-methyl-2-(pyridin-4-ylmethyl)-4,5-dihydro-2H-furo[2,3-g]indazol-7-carboxamid O1[C@@H](COCC1)CNC(=O)C1=C(C2=C(CCC3=CN(N=C23)CC2=CC=NC=C2)O1)C